C1(CC1)OC1=NC=NC=C1CNC(=O)C=1C=NC(=C(C1)F)OCC N-{[4-(cyclopropyloxy)-pyrimidin-5-yl]methyl}-6-ethoxy-5-fluoropyridine-3-carboxamide